2,2-bis(4-Hydroxy-(3,5-diphenyl)phenyl)propane OC1=C(C=C(C=C1C1=CC=CC=C1)C(C)(C)C1=CC(=C(C(=C1)C1=CC=CC=C1)O)C1=CC=CC=C1)C1=CC=CC=C1